CC1=CC=CC(=N1)CN[C@@H](C)C1=CC=C(C=C1)NC(=O)NCC1=CC=C(C=C1)Cl {[4-((1S)-1-{[(6-methyl(2-pyridyl))methyl]amino}ethyl)phenyl]amino}-N-[(4-chlorophenyl)methyl]carboxamide